NC=1C=CC(N(C1)CC(=O)OCC)=O 2-Ethyl 2-(5-amino-2-oxo-1-pyridyl)acetate